ClC=1C(=NC(=NC1)NC1CCOCC1)C1=CC(=C2CN(C(C2=C1)=O)CC(=O)N[C@H](CO)C1=NC(=CC=C1)OC)F 2-(6-{5-chloro-2-[(oxan-4-yl)amino]pyrimidin-4-yl}-4-fluoro-1-oxo-2,3-dihydro-1H-isoindol-2-yl)-N-[(1S)-2-hydroxy-1-(6-methoxypyridin-2-yl)ethyl]acetamide